6-((1H-pyrazolo[3,4-b]pyridin-5-yl)methyl)-N-(3-(trifluoromethoxy)phenyl)-4,5,6,7-tetrahydrothieno[2,3-c]pyridine-3-carboxamide N1N=CC=2C1=NC=C(C2)CN2CC1=C(CC2)C(=CS1)C(=O)NC1=CC(=CC=C1)OC(F)(F)F